C(C)[C@H]1CN(C[C@H](N1)C)C=1N=NC(=CN1)C1=C(C=C(C=C1)C1=NC=NC(=C1)OC)O 2-{3-[(3S,5R)-3-ethyl-5-methylpiperazin-1-yl]-1,2,4-triazin-6-yl}-5-(6-methoxypyrimidin-4-yl)phenol